4-methylamino-3-methoxy-benzaldehyde CNC1=C(C=C(C=O)C=C1)OC